O[C@H]1[C@H](O)[C@@H](O)[C@@H](O1)[C@H](O)CO β-D-Galactofuranose